(S)-6-(1-amino-1,3-dihydrospiro[indene-2,4'-piperidine]-1'-yl)-3-(6-fluoro-2-(trifluoromethyl)-7,8-dihydroquinolin-5-yl)-1,5-dihydro-4H-pyrazolo[3,4-d]pyrimidin-4-one N[C@@H]1C2=CC=CC=C2CC12CCN(CC2)C=2NC(C1=C(N2)NN=C1C=1C=2C=CC(=NC2CCC1F)C(F)(F)F)=O